NC=1C=C(C=C(C1)Cl)NC1=C2N=CN(C2=NC(=N1)N[C@H]1[C@H](CCCC1)N)C(C)C N6-(3-AMINO-5-CHLOROPHENYL)-N2-((1R,2S)-2-AMINOCYCLOHEXYL)-9-ISOPROPYL-9H-PURINE-2,6-DIAMINE